(R)-N-((S)-1'-(5-bromo-4-cyano-7H-pyrrolo[2,3-d]pyrimidin-2-yl)-1,3-dihydrospiro[Indene-2,4'-piperidin]-1-yl)-2-methylpropane-2-sulfinamide BrC1=CNC=2N=C(N=C(C21)C#N)N2CCC1(CC2)[C@@H](C2=CC=CC=C2C1)N[S@](=O)C(C)(C)C